[C@@H]12NC[C@@H](C[C@@H]1C1=CC=C(C=C1)C1=CC(=CC3=CC(=CC=C13)C1=CC=C(C=C1)C(F)(F)F)C(=O)O)C2 4-(4-((1S,4S,6R)-2-Azabicyclo[2.2.1]heptan-6-yl)phenyl)-7-(4-(trifluoromethyl)phenyl)-2-naphthoic acid